C(C)(C)(C)OC(=O)N1C[C@@H](CC1)N(C(C#CC#CC1=CC=C2CCCN(C2=N1)C(=O)OC(C)(C)C)(C)C)C tert-butyl (R)-7-(5-((1-(tert-butoxycarbonyl)pyrrolidin-3-yl)(methyl)amino)-5-methylhexa-1,3-diyn-1-yl)-3,4-dihydro-1,8-naphthyridine-1(2H)-carboxylate